sodium (3,5-xylyl)octadecyl alcohol C1(=CC(=CC(=C1)C)C)CCCCCCCCCCCCCCCCCCO.[Na]